Cl.O1C(CCC1)=O oxolan-2-one hydrochloride